FC=1C=C2C(=NC=NC2=CC1F)N1CC=2C=C(C=NC2CC1)C=1C(=NOC1C)C 4-(6-(6,7-difluoroquinazolin-4-yl)-5,6,7,8-tetrahydro-1,6-naphthyridin-3-yl)-3,5-dimethylisoxazole